CC1=C(C=CC=C1C(F)(F)F)[C@@H](C)NC1=NNC(C2=CC=C(C=C12)N1CCOCC1)=O (R)-4-((1-(2-methyl-3-(trifluoromethyl)phenyl)ethyl)amino)-6-morpholinophthalazin-1(2H)-one